7-oxo-4,5,6,7-tetrahydro-1H-pyrazolo[3,4-c]Pyridine-3-carbonylimino chloride O=C1NCCC2=C1NN=C2C(=O)N(Cl)Cl